OC1CC(NC=C1)C(=O)[O-] 4-hydroxy-tetrahydropicolinate